trans-4-((3-(2-Cyclopropyloxazol-4-yl)phenyl)((trans-4-(4-methoxy-3-methylphenyl)cyclohexyl)methyl) carbamoyl)cyclohexyl 3-hydroxyazetidine-1-carboxylate OC1CN(C1)C(=O)O[C@@H]1CC[C@H](CC1)C(N(C[C@@H]1CC[C@H](CC1)C1=CC(=C(C=C1)OC)C)C1=CC(=CC=C1)C=1N=C(OC1)C1CC1)=O